[Cr+3].[V+5] vanadium (V) Chromium